C1=CC=CC=2C3=CC=CC=C3C3(C12)C1=CC=CC=C1CC=1C=CC=CC13 spiro[anthracene-9,9'-fluorene]